C1(C=NC=2C=CC3=C(C12)C=CC=C3)=O benz[e]indolone